Cl.NC12CCC(C1)(C2)NC(OCC2=CC=CC=C2)=O Benzyl (4-aminobicyclo[2.1.1]hexan-1-yl)carbamate hydrochloride